1-(4-(5-chloro-7-fluoro-6-(3-hydroxy-1-naphthalenyl)-2,1-benzothiazol-3-yl)-3-(fluoromethyl)-1-piperazin-yl)-2-propen-1-one ClC=1C(=C(C=2C(=C(SN2)N2C(CN(CC2)C(C=C)=O)CF)C1)F)C1=CC(=CC2=CC=CC=C12)O